OCCS(=O)(=O)NC1=CC(=C(C(=O)NC2=CC=C3CC(N(C3=C2)C)=O)C=C1)N1CCC2(CC2)CC1 4-((2-hydroxyethyl)sulfonamido)-N-(1-methyl-2-oxoindolin-6-yl)-2-(6-azaspiro[2.5]octan-6-yl)benzamide